N-(6-(5-chloro-6-fluoro-7-(isopropylamino)-1H-indazol-4-yl)imidazo[1,2-a]pyrazin-2-yl)oxetane-3-carboxamide ClC=1C(=C2C=NNC2=C(C1F)NC(C)C)C=1N=CC=2N(C1)C=C(N2)NC(=O)C2COC2